C(C)OC(C(CC)(NC(C1=NC(=C(C=C1)N1CC(C1)OC)OCC(CO)(C)C)=O)CC)=O 2-ethyl-2-(6-(3-hydroxy-2,2-dimethylpropoxy)-5-(3-methoxyazetidin-1-yl)picolinamido)butanoic acid ethyl ester